Cl.C1(CCC1)C=1C=NN2C1N=C(C=C2NC2=CC(=CC=C2)F)N[C@@H]2CNCCC2 (S)-3-cyclobutyl-N7-(3-fluorophenyl)-N5-(piperidin-3-yl)pyrazolo[1,5-a]pyrimidine-5,7-diamine hydrochloride